COC(=O)C=1C=NC(=C(C1)[N+](=O)[O-])C=O 6-formyl-5-nitropyridine-3-carboxylic acid methyl ester